N1C(=NC2=C1C=CC=C2)C2=CC=CC(=N2)N2CC1C(C2)CN(C1)C(=O)C1=NC(=NC=C1)NC1=NC=CC=C1 (5-(6-(1H-benzo[d]imidazol-2-yl)pyridinyl)hexahydropyrrolo[3,4-c]pyrrol-2(1H)-yl)(2-(Pyridin-2-ylamino)pyrimidin-4-yl)methanone